2-(4-(1-ethyl-4-(trifluoromethyl)-1H-imidazol-2-yl)phenyl)ethan-1-ol C(C)N1C(=NC(=C1)C(F)(F)F)C1=CC=C(C=C1)CCO